tert-butyl 2-(diethoxyphosphoryl)-4-(2-nonanoylhydrazino)-4-oxobutyrate C(C)OP(=O)(OCC)C(C(=O)OC(C)(C)C)CC(=O)NNC(CCCCCCCC)=O